OC1(CNC1)[C@@H](C)NC(=O)C1=CC2=CC=CC(=C2C=C1)OC1=CC=C(C=C1)C(F)(F)F (R)-N-(1-(3-hydroxyazetidin-3-yl)ethyl)-5-(4-(trifluoromethyl)phenoxy)-2-naphthamide